CC(CO)(C#C)C 2,2-dimethylbut-3-yn-1-ol